O1C(=CC=C1)C(CC=C)O 4-(2-furyl)-1-butene-4-ol